1-benzyl-5-oxo-1,2,5,6-tetrahydropyridin-3-yl triflate O(S(=O)(=O)C(F)(F)F)C=1CN(CC(C1)=O)CC1=CC=CC=C1